2-cyclopropyl-4-((phenyl(1-(piperidin-1-yl)cyclobutyl)methyl)amino)pyrimidine-5-carbonitrile C1(CC1)C1=NC=C(C(=N1)NC(C1(CCC1)N1CCCCC1)C1=CC=CC=C1)C#N